CN1C=[N+](C2=C1C=CC=C2)C 1,3-dimethyl-1H-benzoimidazole-3-ium